CO[Si](CCCCCCCC[Si](C1=CC=CC=C1)(N(C)C)N(C)C)(OC)OC 1-trimethoxysilyl-8-bis(dimethylamino)phenylsilyloctane